C(C)OC(=O)C1=NNC=C1 1H-pyrazole-3-carboxylic acid Ethyl ester